(Z)-3-(3-(3-(difluoromethyl)-5-(pentafluoro-sulfaneyl)phenyl)-1H-1,2,4-triazol-1-yl)-N'-(pyrazin-2-yl)acrylohydrazide FC(C=1C=C(C=C(C1)S(F)(F)(F)(F)F)C1=NN(C=N1)\C=C/C(=O)NNC1=NC=CN=C1)F